tert-Butyl-3-{[(1,3-dioxo-1,3-dihydro-2H-isoindol-2-yl)oxy]methyl}pyrrolidine-1-carboxylate C(C)(C)(C)OC(=O)N1CC(CC1)CON1C(C2=CC=CC=C2C1=O)=O